N-[(4-chlorophenyl)methyl]-2-[(2R,5S)-2,3-dihydro-2,5-methano-1,4-benzoxazepin-4(5H)-yl]-2-oxoacetamide ClC1=CC=C(C=C1)CNC(C(=O)N1C[C@@H]2OC3=C([C@@H]1C2)C=CC=C3)=O